bromotrichloroacetophenone BrC1=C(C=CC=C1)C(C(Cl)(Cl)Cl)=O